C1(CC1)C1=NC=2N(C=C1)C=C(C(C2C2=CC=C(C=C2)OC(F)F)=O)C2=CC1=C3N(N=C1C=C2)CC2(NC3=O)CC2 9'-(2-cyclopropyl-9-(4-(difluoromethoxy)phenyl)-8-oxo-8H-pyrido[1,2-a]pyrimidin-7-yl)-4'H-spiro[cyclopropane-1,3'-pyrazino[1,2-b]indazol]-1'(2'H)-one